2-(4-(diphenyl(4-(4,4,5,5-tetramethyl-1,3,2-dioxaborolan-2-yl)phenyl)silyl)phenyl)-4,6-diphenyl-1,3,5-triazine C1(=CC=CC=C1)[Si](C1=CC=C(C=C1)C1=NC(=NC(=N1)C1=CC=CC=C1)C1=CC=CC=C1)(C1=CC=C(C=C1)B1OC(C(O1)(C)C)(C)C)C1=CC=CC=C1